3-[[(1R)-1-[2-(3-Cyanophenyl)-3,6-dimethyl-4-oxo-chromen-8-yl]ethyl]amino]-6-methyl-pyridine-2-carboxylic acid C(#N)C=1C=C(C=CC1)C=1OC2=C(C=C(C=C2C(C1C)=O)C)[C@@H](C)NC=1C(=NC(=CC1)C)C(=O)O